ClC=1C(=NC=NC1NC1=CC(=C2N(C1=O)C1(CCN(CC1)CC(F)F)NC2=O)C)NC(=O)C2CC2 N-(5-chloro-6-((1'-(2,2-difluoroethyl)-8-methyl-1,5-dioxo-1,5-dihydro-2H-spiro[imidazo[1,5-a]pyridine-3,4'-piperidin]-6-yl)amino)pyrimidin-4-yl)cyclopropanecarboxamide